5-[(3S)-3-{[3-(2,2-difluoroethoxy)propyl]amino}-5-fluoro-7-hydroxy-3,4-dihydro-2H-1-benzothiopyran-6-yl]-1λ6,2,5-thiadiazolidine-1,1,3-trione FC(COCCCN[C@@H]1CSC2=C(C1)C(=C(C(=C2)O)N2CC(NS2(=O)=O)=O)F)F